(S)-1-(4-(4,4,5,5-tetramethyl-1,3,2-dioxaborolan-2-yl)phenyl)pyrrolidin-3-ol CC1(OB(OC1(C)C)C1=CC=C(C=C1)N1C[C@H](CC1)O)C